(R)-N-(2-(4-cyanothiazolidin-3-yl)-2-oxoethyl)-6-(3-(fluoromethyl)-3-methylAzetidin-1-yl)quinoline-4-carboxamide C(#N)[C@H]1N(CSC1)C(CNC(=O)C1=CC=NC2=CC=C(C=C12)N1CC(C1)(C)CF)=O